CC=1C2(C(CC1)(O2)CC(=O)OC(C)C)C isopropyl (1,2-dimethyl-2,3-epoxycyclopentenyl)acetate